COC1=CC=C(C=N1)N(C(=O)C1=C(N(C(=C1)C=1C=C2CCNCC2=CC1C(=O)N1CC2=CC=CC=C2C[C@H]1C)C)C)C1=CC=CC=C1 N-(6-methoxy-3-pyridyl)-1,2-dimethyl-5-[7-[(3R)-3-methyl-3,4-dihydro-1H-isoquinoline-2-carbonyl]-1,2,3,4-tetrahydroisoquinolin-6-yl]-N-phenyl-pyrrole-3-carboxamide